C(C1=CC=CC=C1)(C1=CC=CC=C1)(C1=CC=CC=C1)N1C=NC(=C1)C(C)O 1-[1-(trityl)imidazol-4-yl]ethanol